Cl.Cl.N[C@@H](C(=O)N[C@H](C(=O)NCC=1C(=NC=CC1)N)C)CCC1=CC=CC=C1 (R)-2-amino-N-((S)-1-(((2-aminopyridin-3-yl)methyl)amino)-1-oxopropan-2-yl)-4-phenylbutanamide dihydrochloride